germanide [GeH3-]